C(C)(C)OC(=O)N1CC(N(CC1)C1=NC=2N(C=C1)N=CC2C=2C(=NC=CC2)OC)=O 4-(3-(2-methoxypyridin-3-yl)pyrazolo[1,5-a]pyrimidin-5-yl)-3-oxopiperazine-1-carboxylic acid isopropyl ester